ClC1=C(C=CC=C1F)[C@@H]1C[C@@H](C=2N1N=C(N2)S(=O)(=O)C2CC2)F (5S,7S)-5-(2-chloro-3-fluoro-phenyl)-2-cyclopropylsulfonyl-7-fluoro-6,7-dihydro-5H-pyrrolo[1,2-b][1,2,4]triazole